CN1N=NC(=C1C=1C=C2C(=NC1)C1=C(N2C(C2CCOCC2)C2=NC=C(C=C2)F)C=C(S1)C(C)(C)O)C 2-(6-(1,4-dimethyl-1H-1,2,3-triazol-5-yl)-4-((5-fluoropyridin-2-yl)(tetrahydro-2H-pyran-4-yl)methyl)-4H-thieno[2',3':4,5]pyrrolo[3,2-b]pyridin-2-yl)propan-2-ol